C1=C(C=CC2=CC=CC=C12)C1=NC(=NC(=N1)C1=CC=CC=C1)C1=C(C=CC=C1)C=1C=CC=2C3(C4=CC=CC=C4C2C1)CCCC3 2-(naphthalen-2-yl)-4-phenyl-6-(2-(spiro[cyclopentane-1,9'-fluoren]-3'-yl)phenyl)-1,3,5-triazine